2-{[2-(isoquinolin-3-yl)-5H,6H,7H-cyclopenta[d]pyrimidin-4-yl](methyl)amino}-1-(4-methylpiperazin-1-yl)ethan-1-one C1=NC(=CC2=CC=CC=C12)C=1N=C(C2=C(N1)CCC2)N(CC(=O)N2CCN(CC2)C)C